β-(3,5-di-tert-butyl-4-Hydroxyphenyl)propanoic acid n-octadecyl ester C(CCCCCCCCCCCCCCCCC)OC(CCC1=CC(=C(C(=C1)C(C)(C)C)O)C(C)(C)C)=O